5-[4-(12-hydroxydodecyl)benzoyl]-1-methylpyrrole-3-carboxamide OCCCCCCCCCCCCC1=CC=C(C(=O)C2=CC(=CN2C)C(=O)N)C=C1